Ethanedioic anhydride C1(C(=O)O1)=O